COC1=C(C=CC=C1)C1OC2=CC=CC=C2C(=C1)C1=CC=CC=C1 2-(o-methoxyphenyl)-4-phenyl-2H-chromene